4-iodo-1,2-dimethoxy-benzene IC1=CC(=C(C=C1)OC)OC